(((9H-fluoren-9-yl)methoxy)carbonyl)((methyl)amino)-3-(3-(cyanomethyl)phenyl)propanoic acid C1=CC=CC=2C3=CC=CC=C3C(C12)COC(=O)C(C(=O)O)(CC1=CC(=CC=C1)CC#N)NC